7-bromo-N-(7-fluoro-1,3-benzothiazol-6-yl)-5-(piperidin-4-yloxy)quinazolin-4-amine BrC1=CC(=C2C(=NC=NC2=C1)NC1=C(C2=C(N=CS2)C=C1)F)OC1CCNCC1